(R)-4-(1-(2,3-dihydro-1H-inden-5-yl)-3-(3-(methylamino)piperidine-1-carbonyl)-1H-pyrazole-5-yl)benzonitrile C1CCC2=CC(=CC=C12)N1N=C(C=C1C1=CC=C(C#N)C=C1)C(=O)N1C[C@@H](CCC1)NC